ethyl docosanoate C(CCCCCCCCCCCCCCCCCCCCC)(=O)OCC